C1(CCCC1)C1=CC(=NN1)NC=1C(NC2=CC=CC=C2N1)=O 3-((5-cyclopentyl-1H-pyrazol-3-yl)amino)quinoxalin-2(1H)-one